ClCCC(O)Br 3-chloro(bromo)-1-propanol